Cl.Cl.Cl.CN1N=CC=C1C1CCN(CC1)C1CC2(C1)CNCC2 cis-2-[4-(1-methyl-1H-pyrazol-5-yl)piperidin-1-yl]-6-azaspiro[3.4]octane trihydrochloride